BrC=1C=C2CC(CC2=CC1)N(C(OC(C)(C)C)=O)CCCNC(=O)OC(C)(C)C Tert-butyl N-(5-bromoindan-2-yl)-N-[3-(tert-butoxycarbonylamino)propyl]carbamate